butylisoxazole-3-amine C(CCC)C=1C(=NOC1)N